8-(2-((3aS,4R,6aR)-4-(4-chloro-7H-pyrrolo[2,3-d]pyrimidin-7-yl)-2,2-dimethyl-3a,6a-dihydro-4H-cyclopenta[d][1,3]dioxol-6-yl)ethyl)-6-methylisoquinoline ClC=1C2=C(N=CN1)N(C=C2)[C@@H]2C=C([C@H]1OC(O[C@H]12)(C)C)CCC=1C=C(C=C2C=CN=CC12)C